Bis(2,4-di-cumylphenyl)pentaerythritol diphosphit OP(O)OP(O)O.C(C)(C)(C1=CC=CC=C1)C1=C(C=CC(=C1)C(C)(C)C1=CC=CC=C1)C(O)(C(CO)(CO)CO)C1=C(C=C(C=C1)C(C)(C)C1=CC=CC=C1)C(C)(C)C1=CC=CC=C1